2-(2,4-Difluorophenyl)-3-hydroxy-propionic acid methyl ester COC(C(CO)C1=C(C=C(C=C1)F)F)=O